FC1=C(C=C(C=C1)F)C1=CC=C(C(=N1)OC1=C(C=C(C=C1C)C)C)C(=O)NS(=O)(=O)C=1C(NC=CC1)=O 6-(2,5-Difluorophenyl)-N-[(2-oxo-1H-pyridin-3-yl)sulfonyl]-2-(2,4,6-trimethylphenoxy)pyridin-3-carboxamid